C(C)(C)(C)OC(=O)N1CCN(CC1)CC1=CC(=C(C=C1)CCl)OC 4-(4-(Chloromethyl)-3-methoxybenzyl)piperazine-1-carboxylic acid tert-butyl ester